4-(4-(benzofuran-5-yl)furan-2-yl)-4-oxobutanoic acid methyl ester COC(CCC(=O)C=1OC=C(C1)C=1C=CC2=C(C=CO2)C1)=O